ClC1=C(CN(CCN2C(C(=CC=C2)O)C)CC#C)C=CC=C1 1-(2-(2-chlorobenzyl-(propargyl)amino)ethyl)-2-methyl-3-hydroxypyridin